FC=1C(=NC(=NC1)NC=1C=NC(=CC1)OCCN1C(CCC1)=O)NC=1C=C(C=CC1)NC(C=C)=O N-(3-(5-fluoro-2-(6-(2-(2-oxopyrrolidin-1-yl)ethoxy)pyridin-3-ylamino)pyrimidin-4-ylamino)phenyl)acrylamide